3-(bromomethyl)picolinic acid methyl ester COC(C1=NC=CC=C1CBr)=O